BrC1=CC=C(C=C1)C1=C(C#N)C(=CC(=N1)C1CCC(CC1)CO)Cl 2-(4-bromophenyl)-4-chloro-6-((1r,4r)-4-(hydroxymethyl)cyclohexyl)nicotinonitrile